FC(C)(F)C=1C(=NC=CN1)N1N=CC=2C=NC(=CC21)NC(C)=O N-(1-(3-(1,1-difluoroethyl)pyrazin-2-yl)-1H-pyrazolo[4,3-C]pyridin-6-yl)acetamide